ClC=1C=NN2C1C(=CC(=C2)C=2C=NN(C2C)C2CCN(CC2)CC2(CN(C2)C(=O)OC(C)(C)C)OC)OC tert-butyl 3-((4-(4-(3-chloro-4-methoxypyrazolo[1,5-a]pyridin-6-yl)-5-methyl-1H-pyrazol-1-yl)piperidin-1-yl)methyl)-3-methoxyazetidine-1-carboxylate